C1=CC=CC=2C3=CC=CC=C3N(C12)C1=CC(=CC=C1)N1C2=CC=CC=C2C=2C=CC=CC12 1,3-dicarbazole-9-ylbenzene